Tert-butyl-2-(5-(benzoyloxy)pentyl)-6-chloro-4-cyclopropylnicotinic acid C(C)(C)(C)C=1C(=NC(=C(C(=O)O)C1C1CC1)CCCCCOC(C1=CC=CC=C1)=O)Cl